6-bromo-N-(4-[[1,2,4]triazolo[1,5-a]pyridin-7-ylmethyl]phenyl)quinazolin-4-amine BrC=1C=C2C(=NC=NC2=CC1)NC1=CC=C(C=C1)CC1=CC=2N(C=C1)N=CN2